C(C)(C)(C)C1=CC(=NC=C1)NC1=CC=C(C(=N1)C(=O)N1[C@H](CCC(C1)(F)F)CNC(C)=O)C (R)-N-((1-(6-((4-(tert-butyl)pyridin-2-yl)amino)-3-methylpyridine-2-carbonyl)-5,5-Difluoropiperidin-2-yl)methyl)acetamide